FC1=C(C(=C(C(=C1[B-](C1=C(C(=C(C(=C1F)F)F)F)F)(C1=C(C(=C(C(=C1F)F)F)F)F)C1=C(C(=C(C(=C1F)F)F)F)F)F)F)F)F.C1(=CC=CC=C1)[Bi](C1=CC=CC=C1)(C1=CC=CC=C1)C1=CC=CC=C1 tetraphenylbismuth tetrakis(pentafluorophenyl)borate